C(#N)C1=CC(=C(COC2=CC=CC(=N2)C2(CCN(CC2)C(=O)OC(C)(C)C)O)C=C1)F tert-butyl 4-(6-((4-cyano-2-fluorobenzyl)oxy)pyridin-2-yl)4-hydroxypiperidine-1-carboxylate